S1C(=NC2=C1C=CC=C2)C2=C(C=C(C=C2)C=2SC1=C(N2)C=CC=C1)O 2,5-bis(benzo[d]thiazol-2-yl)phenol